ClC=1C(=NC(=NC1)NC(CO)(C)C)C1=CC=C2CN(C(C2=C1)=O)[C@@H](C(=O)N[C@H](CO)C1=CC(=CC=C1)C)C (2R)-2-(6-{5-chloro-2-[(1-hydroxy-2-methylpropan-2-yl)amino]pyrimidin-4-yl}-1-oxo-2,3-dihydro-1H-isoindol-2-yl)-N-[(1S)-2-hydroxy-1-(3-methylphenyl)ethyl]propanamide